8-(dibenzylamino)-2-hydroxy-6,6-dimethyl-2-(trifluoromethyl)octanoic acid ethyl ester C(C)OC(C(CCCC(CCN(CC1=CC=CC=C1)CC1=CC=CC=C1)(C)C)(C(F)(F)F)O)=O